methyl-propane diacrylate C(C=C)(=O)O.C(C=C)(=O)O.CCCC